acetonide acrylate C(C=C)(=O)[O-].[CH2-]C(=O)C